C(C)OC(=O)C1(CCN(CC1)C(=O)OC(C)(C)C)CC1=NC(=CC=C1Br)Cl 4-((3-bromo-6-chloropyridin-2-yl)methyl)piperidine-1,4-dicarboxylic acid 1-tert-butyl ester 4-ethyl ester